1-(tert-butyl)-4-(3-chlorobenzoyl)-N-(4-(5-(N-ethylsulfamoyl)-1,2,4-oxadiazol-3-yl)phenethyl)-1H-pyrazole-5-carboxamide C(C)(C)(C)N1N=CC(=C1C(=O)NCCC1=CC=C(C=C1)C1=NOC(=N1)S(NCC)(=O)=O)C(C1=CC(=CC=C1)Cl)=O